BrC=1SC2=C(N1)C(=CC=C2)C 2-bromo-4-methylbenzo[d]thiazole